C(C1=CC=C(C=C1)OC)(=O)[C@@]([C@@](C(=O)O)(O)C(C1=CC=C(C=C1)OC)=O)(O)C(=O)O.FC(C1=C(C(=O)NC2=CN(C(C=C2)=O)C2=CC=CC=C2)C=CC=C1)(F)F 2-trifluoromethyl-N-(6-oxo-1-phenyl-1,6-dihydropyridin-3-yl)benzamide Di-p-anisoyl-D-tartrate